BrC1=CC=C(C(=N1)NC=1C=C(C=CC1)NC(OC(C)(C)C)=O)[N+](=O)[O-] tert-butyl (3-((6-bromo-3-nitropyridin-2-yl)amino)phenyl)carbamate